tetramethyl-2-oxa-7-aza-1,3-disilacycloheptane C[Si]1(O[Si](NCCC1)(C)C)C